(3S)-N-{4-methyl-3-[2-(1-methylcyclopropanesulfonamido)-6-(morpholin-4-yl)pyridin-4-yl]phenyl}-3-(2,2,2-trifluoroethyl)pyrrolidine-1-carboxamide CC1=C(C=C(C=C1)NC(=O)N1C[C@@H](CC1)CC(F)(F)F)C1=CC(=NC(=C1)N1CCOCC1)NS(=O)(=O)C1(CC1)C